FC1=C(C(=O)OC2CN(CCC2C=2C(=CC(=C3C(C=C(OC23)C2=C(C=CC=C2)Cl)=O)O)O)C)C=CC=C1 4-(2-(2-chlorophenyl)-5,7-dihydroxy-4-oxo-4H-chromen-8-yl)-1-methylpiperidin-3-yl 2-fluorobenzoate